ClC1=CC2=C(N=CN(C2=O)CC2(CCN(CC2)C(C[C@@H](C(F)(F)F)C2=CC=CC=C2)=O)O)N1C1=CC(=C(C=C1)[C@H]1NCCOC1)Cl 6-Chloro-7-(3-chloro-4-((R)-morpholin-3-yl)phenyl)-3-((4-hydroxy-1-((R)-4,4,4-trifluoro-3-phenylbutanoyl)piperidin-4-yl)methyl)-3,7-dihydro-4H-pyrrolo[2,3-d]pyrimidin-4-one